C(C(C)O)O 1,2-propanedi-ol